ClC1=CC=C2C(=N1)[C@@H]([C@@H](OC2=O)C)C |r| rac-(7S,8S)-2-Chloro-7,8-dimethyl-7,8-dihydro-5H-pyrano[4,3-b]pyridin-5-one